3-((3-(2-aminoethyl)phenyl)amino)-6-ethyl-5-(ethyl-(methyl)amino)pyrazine-2-carboxamide NCCC=1C=C(C=CC1)NC=1C(=NC(=C(N1)N(C)CC)CC)C(=O)N